C(C=C)(=O)N1CCN(CC1)C1=NC(N2C3=C(C(=C(C=C13)Cl)C1=C3C=NNC3=CC=C1C)OCC2)=O (R)-7-(4-acryloylpiperazin-1-yl)-9-chloro-10-(5-methyl-1H-indazol-4-yl)-2H-[1,4]oxazino[2,3,4-ij]quinazolin-5(3H)-one